CN1C(OC2(C1)CCNCC2)=O 3-methyl-2-oxo-1-oxa-3,8-diazaspiro[4.5]decan